FC1=C(C=C(C=C1)F)C=1C(C(CN1)([2H])[2H])([2H])[2H] 5-(2,5-difluorophenyl)-3,4-dihydro-2H-pyrrole-3,3,4,4-d4